2-bromo-nitropropane-1,3-diol C(C(C([N+](=O)[O-])O)Br)O